3-methyl-4-(2-methyl-1,2,3-triazol-4-yl)-7-(4,4,5,5-tetramethyl-1,3,2-dioxaborolan-2-yl)-1-{[2-(trimethylsilyl)ethoxy]methyl}indazole CC1=NN(C2=C(C=CC(=C12)C1=NN(N=C1)C)B1OC(C(O1)(C)C)(C)C)COCC[Si](C)(C)C